rac-tert-butyl (3-bromo-6,7-dihydro-5H-pyrazolo[5,1-b][1,3]oxazin-6-yl)(methyl)carbamate BrC=1C=NN2C1OC[C@@H](C2)N(C(OC(C)(C)C)=O)C |r|